[6-[[Tert-butyl(diphenyl)silyl]oxymethyl]tetrahydropyran-3-yl] methanesulfonate CS(=O)(=O)OC1COC(CC1)CO[Si](C1=CC=CC=C1)(C1=CC=CC=C1)C(C)(C)C